COC(=O)C1=C(C=2N=C(SC2N1C)C)C=C 2,4-dimethyl-6-vinyl-4H-pyrrolo[3,2-d]thiazole-5-carboxylic acid methyl ester